NCCN1N=C(C(=C1)NC(=O)C=1C=NN2C1N=CC=C2)C2=C(C=CC(=C2)Cl)OC(F)F N-[1-(2-aminoethyl)-3-[5-chloro-2-(difluoromethoxy)phenyl]-1H-pyrazol-4-yl]Pyrazolo[1,5-a]Pyrimidine-3-carboxamide